Cl.O=C1NC(CCC1N1C(C2=CC=C(C=C2C1=O)O[C@H]1CNCC1)=O)=O (2,6-dioxo-3-piperidinyl)-5-[(3R)-pyrrolidin-3-yl]oxy-isoindoline-1,3-dione, hydrochloride